4-[trans-(4-aminocyclohexyl)amino]-N'-(2-chloro-5-fluoro-phenyl)-6-(4-methoxy-2,6-dimethyl-phenyl)pyrrolo[1,2-b]pyridazine-3-carboxamidine N[C@@H]1CC[C@H](CC1)NC=1C=2N(N=CC1C(=NC1=C(C=CC(=C1)F)Cl)N)C=C(C2)C2=C(C=C(C=C2C)OC)C